1-[2-chloro-4-(trifluoromethyl)phenyl]-N-[(2S)-1-(dimethylamino)propan-2-yl]-4-{2'-methoxy-[2,3'-bipyridine]-5-yl}piperidine-4-carboxamide ClC1=C(C=CC(=C1)C(F)(F)F)N1CCC(CC1)(C(=O)N[C@H](CN(C)C)C)C=1C=CC(=NC1)C=1C(=NC=CC1)OC